C(C1=CC=CC=C1)(=O)N(C(=O)N)[2H] benzoyl-urea-d